4-(1-Methyl-1H-indol-3-yl)-N-(3-(trifluoromethyl)phenyl)pyrimidin-2-amine CN1C=C(C2=CC=CC=C12)C1=NC(=NC=C1)NC1=CC(=CC=C1)C(F)(F)F